C(CCC)N(CCNCCN(CCCC)CCCC)CCCC N2,N2-dibutyl-N1-(2-(dibutylamino)ethyl)ethane-1,2-diamine